NC1=CC=C2C(=NN(C2=C1C)C)C1C(NC(CC1)=O)=O 3-(6-amino-1,7-dimethyl-1H-indazol-3-yl)piperidine-2,6-dione